CC=1N=C2N(N=C(C=C2CC#N)C=2C=C3C=CN(C(C3=CC2)=O)C2CCNCC2)C1 2-[2-methyl-6-[1-oxo-2-(4-piperidyl)-6-isoquinolyl]imidazo[1,2-b]pyridazin-8-yl]acetonitrile